I.I.NCCCCCCCCN 1,8-diaminooctane dihydroiodide